tert-butyl 4-chloro-2,3-dihydro-1H-pyrrolo[2,3-b]pyridine-1-carboxylate ClC1=C2C(=NC=C1)N(CC2)C(=O)OC(C)(C)C